2-((3,4-Dihydroisoquinolin-1-yl)methyl)isoindole-1,3-dione C1(=NCCC2=CC=CC=C12)CN1C(C2=CC=CC=C2C1=O)=O